BrC=1C2=C(C=3C(=NC(=NC3C1F)SCC)C1(C3CN(CC1CC3)C(=O)OC)C(=O)[O-])COC2 methyl 8-(6-bromo-3-ethylsulfanyl-5-fluoro-7,9-dihydrofuro[3,4-f]quinazolin-1-yl)-3-azabicyclo[3.2.1]octane-3,8-dicarboxylate